CN1CCC2=CC=C(C=C12)C1(NC(=NC=C1)N)N 4-(1-methylindolin-6-yl)pyrimidine-2,4-diamine